COC1=C(C=CC(=C1)N)NC(=O)C=1C=NC=CC1 N-(2-methoxy-4-aminophenyl)pyridine-3-carboxamide